3-(3-bromophenyl)-1H-1,2,4-triazole BrC=1C=C(C=CC1)C1=NNC=N1